ClC1=CC=C(C=C1)N1N=NN=C1SCC(=O)C1=CC(=C(C=C1)O)O 2-((1-(4-chlorophenyl)-1H-tetrazol-5-yl)thio)-1-(3,4-dihydroxyphenyl)ethan-1-one